N(N)C1=NC(=CC(=N1)C(F)F)C 2-hydrazino-4-difluoromethyl-6-methylpyrimidine